14-chloro-4,6,8,10,12-pentamethylpentadecyl propoxymethyl ether C(CC)OCOCCCC(CC(CC(CC(CC(CC(C)Cl)C)C)C)C)C